4-bromo-2-(3-(2-((1,5-dimethyl-1H-pyrazol-3-yl)amino)-5-methylpyrimidin-4-yl)-1H-indol-7-yl)isoindolin-1-one BrC1=C2CN(C(C2=CC=C1)=O)C=1C=CC=C2C(=CNC12)C1=NC(=NC=C1C)NC1=NN(C(=C1)C)C